ClC1=CC=CC=2NC(=NC21)C2=NC1=CC=CC=C1N=C2 2-(4-chloro-1H-benzo[d]imidazol-2-yl)quinoxaline